C(#N)C1=NC(=NC(=C1)C)N1CCC2(CC1)[C@@H](C1=CC=CC=C1C2)N[S@](=O)C(C)(C)C (R)-N-((S)-1'-(4-cyano-6-methylpyrimidin-2-yl)-1,3-dihydrospiro[indene-2,4'-piperidin]-1-yl)-2-methylpropane-2-sulfinamide